Triazoxainine N1=NNOC=C1